C(C=C)(=O)NC1=C(C=CC=C1)C1C=2N(NCC1)C(=C(N2)C2=CC=C(C=C2)OC2=CC=CC=C2)C(=O)N 8-(2-Acrylamidophenyl)-2-(4-phenoxyphenyl)-5,6,7,8-tetrahydroimidazo[1,2-b]pyridazine-3-carboxamide